3-((benzyloxy)methyl)benzonitrile C(C1=CC=CC=C1)OCC=1C=C(C#N)C=CC1